FC(C(=O)O)(F)F.C(C=C)OC(CC[C@H](C(=O)O)N)=O (R)-5-(allyloxy)-2-amino-5-oxopentanoic acid trifluoroacetate